3-(2-methoxyethoxy)pyridine-2-carboxylic acid COCCOC=1C(=NC=CC1)C(=O)O